tert-butyl 3-(4-((6-amino-3-iodopyridin-2-yl)amino)butyl)piperidine-1-carboxylate NC1=CC=C(C(=N1)NCCCCC1CN(CCC1)C(=O)OC(C)(C)C)I